2-(4-Fluorophenyl)-4,5,6,7-tetrahydrooxazolo[4,5-c]pyridine FC1=CC=C(C=C1)C=1OC2=C(CNCC2)N1